C(N)(=N)C=1C=C(SC1)[C@@H](C)NC(=O)[C@H]1N(C[C@@H](C1)S(=O)(=O)C)C(CNC(=O)C=1C=CC=2C(C3=CC=CC=C3C2C1)OC(F)F)=O (2S,4R)-N-((R)-1-(4-carbamimidoylthiophen-2-yl)ethyl)-1-((9-(difluoromethoxy)-9H-fluorene-3-carbonyl)glycyl)-4-(methylsulfonyl)pyrrolidine-2-carboxamide